BrC=1C=2C(C(N(C1)C)=O)=NN(C2)C 4-bromo-2,6-dimethyl-2,6-dihydro-7H-pyrazolo[3,4-c]pyridin-7-one